(3-Fluoro-5-(1-(6-methoxypyridin-3-yl)-1H-pyrazol-4-yl)phenyl)methanamine FC=1C=C(C=C(C1)C=1C=NN(C1)C=1C=NC(=CC1)OC)CN